1,2-dipropoxy-1,2-dichloroethane C(CC)OC(C(Cl)OCCC)Cl